CC1=[N+](C2=CC=CC=C2C=C1)CCC 2-methyl-1-propyl-quinolinium